C1(CCCCC1)OC(=S)SSSC(=S)OC1CCCCC1 bis[(cyclohexyloxy)thioxomethyl] trisulfide